FC(C=1C=CC(=NC1)NC1CCN(CC1)S(=O)(=O)C1=CC=C(C=C1)C1=CC=C2CC(NC2=C1)=O)(F)F 6-(4-((4-((5-(trifluoromethyl)pyridin-2-yl)amino)piperidin-1-yl)sulfonyl)phenyl)indolin-2-one